(Z)-(1-fluoro-4-hydroxy-2,4-diphenylbut-1-en-1-yl)bis(naphthalen-2-yl)phosphine oxide F/C(=C(\CC(C1=CC=CC=C1)O)/C1=CC=CC=C1)/P(C1=CC2=CC=CC=C2C=C1)(C1=CC2=CC=CC=C2C=C1)=O